CN1N=CC=C1C1C(CCC1)O 2-(1-methyl-1H-pyrazol-5-yl)cyclopentane-1-ol